CS(=O)(=O)C1=CC=C(C(=C1C1=CC=C(C=C1)OC)C)C=O (6-methanesulfonyl-4'-methoxy-2-methyl-biphenyl-3-yl)-methanone